C1(CCCCC1)CC1CCC(CC1)N1N=CC(=C1)C=O 1-[4-(cyclohexylmethyl)cyclohexyl]pyrazole-4-carbaldehyde